2-(2-isopropyl-6-(2-((5-(5-sulfamoyl-1H-pyrazol-1-yl)pentyl)oxy)-pyridin-4-yl)phenyl)acetic acid C(C)(C)C1=C(C(=CC=C1)C1=CC(=NC=C1)OCCCCCN1N=CC=C1S(N)(=O)=O)CC(=O)O